C(C)O[N+](C)(C)C N-ethoxytrimethylammonium